2-chloro-4-(1-(difluoromethyl)cyclopropyl)pyridine ClC1=NC=CC(=C1)C1(CC1)C(F)F